NC=1N=C2N(N=C(C=C2)Cl)C1C(=O)NC(C)C1=CC(=C2C=NNC2=C1OCC)Cl 2-Amino-6-chloro-N-(1-(4-chloro-7-ethoxy-1H-indazol-6-yl)ethyl)imidazo[1,2-b]pyridazine-3-carboxamide